CC1=CC2=C(N(C3=C(N=C2N2CCN(CC2)C)C=CC=C3)C(=O)OCOC(CCCCCCCCCCCCCCCCCCC)=O)S1 (Arachidoyloxy)methyl 2-methyl-4-(4-methylpiperazin-1-yl)-10H-benzo[b]thieno[2,3-e][1,4]diazepine-10-carboxylate